2-ethoxy-N-(2-methoxynaphthalen-1-yl)-1-naphthamide C(C)OC1=C(C2=CC=CC=C2C=C1)C(=O)NC1=C(C=CC2=CC=CC=C12)OC